5-chloro-2-(4-(trifluoromethyl)-1H-1,2,3-triazol-1-yl)aniline ClC=1C=CC(=C(N)C1)N1N=NC(=C1)C(F)(F)F